5-chloro-7-(difluoromethyl)thieno[3,2-b]pyridine-3-carboxylic acid methyl ester COC(=O)C1=CSC=2C1=NC(=CC2C(F)F)Cl